CN([C@@H](C(C)C)C(=O)OCOC(N(C)[C@]1(C(CCCC1)=O)C1=C(C=CC=C1)Cl)=O)C ((((S)-1-(2-chlorophenyl)-2-oxocyclohexyl)(methyl)carbamoyl)oxy)methyl dimethyl-L-valinate